ClC1=CC=C(C=C1)S(=O)(=O)NC(=O)N1N=C(C(C1C)C1=CC=CC=C1)C1=CC=C(C=C1)C#N N-((4-chlorophenyl)sulfonyl)-3-(4-cyanophenyl)-5-methyl-4-phenyl-4,5-dihydro-1H-pyrazole-1-carboxamide